ethyl 5-(4-(7-chloro-1-methyl-2,3-dioxo-2,3-dihydropyrido[2,3-b]pyrazin-4(1H)-yl)piperidin-1-yl)-1,3,4-thiadiazole-2-carboxylate ClC1=CC2=C(N(C(C(N2C)=O)=O)C2CCN(CC2)C2=NN=C(S2)C(=O)OCC)N=C1